CC1(C2C=CC(C1)C2)C(=O)O[Si](C)(C)C(C)(C)C 5-methyl-5-tert-butyldimethylsiloxycarbonyl-2-norbornene